2-(1-acryloyl-4-(4-(3-(dimethylamino)azetidin-1-yl)-7-(naphthalen-1-yl)-6,7,8,9-tetrahydro-1H-imidazo[4,5-c][1,7]naphthyridin-1-yl)piperidin-2-yl)acetonitrile C(C=C)(=O)N1C(CC(CC1)N1C=NC=2C(=NC=3CN(CCC3C21)C2=CC=CC1=CC=CC=C21)N2CC(C2)N(C)C)CC#N